4-(benzylthio)-2,3,5,6-tetramethylphenyl 4-(methoxymethoxy)-2,3,6-trimethylbenzoate COCOC1=C(C(=C(C(=O)OC2=C(C(=C(C(=C2C)C)SCC2=CC=CC=C2)C)C)C(=C1)C)C)C